OC1=C(C=2OC3=C(C(=C(C(=C3C(C2O)=O)O)O)O)O)C=CC=C1 Hexahydroxy-flavone